CCCCCCCCCCCCCCCC(=O)N[C@@H](CO[C@H]1[C@@H]([C@H]([C@H]([C@H](O1)CO)O)O)O)[C@@H](/C=C/CCCCCCCCCCCCC)O The molecule is a D-galactosyl-N-acylsphingosine in which the ceramide N-acyl group is specified as hexadecanoyl. It has a role as a mouse metabolite. It derives from a hexadecanoic acid.